trititanium aluminum zirconium [Zr].[Al].[Ti].[Ti].[Ti]